6-(4-(6-chloro-2-(methyl-d3)-2H-indazol-4-yl)-2,6-difluorobenzyl)-6,7-dihydro-5H-pyrrolo[3,4-b]pyridin-5-one-7,7-d2 ClC=1C=C(C2=CN(N=C2C1)C([2H])([2H])[2H])C1=CC(=C(CN2C(C3=NC=CC=C3C2=O)([2H])[2H])C(=C1)F)F